ClC1=C(C=CC(=C1)Cl)C=1CCCC2=C(C1C1=CC(=CC=C1)N[C@H]1CN(CC1)CCCF)C=CC(=C2)C(=O)OC methyl (R)-8-(2,4-dichlorophenyl)-9-(3-((1-(3-fluoropropyl)pyrrolidin-3-yl)amino)phenyl)-6,7-dihydro-5H-benzo[7]annulene-3-carboxylate